N-(5-((2-(7-azabicyclo[2.2.1]heptan-7-yl)ethyl)carbamoyl)-2-methylpyridin-3-yl)-2-(1,5-dimethyl-1H-pyrazol-4-yl)pyrazolo[5,1-b]thiazole-7-carboxamide C12CCC(CC1)N2CCNC(=O)C=2C=C(C(=NC2)C)NC(=O)C=2C=NN1C2SC(=C1)C=1C=NN(C1C)C